C(C)(C)(C)OC(=O)N1CC2COCC3=C(N2CC1)C=C(C=C3)OC 10-methoxy-1,2,4a,5-tetrahydro-7H-benzo[e]pyrazino[2,1-c][1,4]oxazepine-3(4H)-carboxylic acid tert-butyl ester